(S)-tetrahydrofurane O1CCCC1